4-(2,5-difluorophenyl)-2-(rac-(2R,3R)-3-(trifluoromethyl)tetrahydro-2H-pyran-2-yl)pyridin-3-amine FC1=C(C=C(C=C1)F)C1=C(C(=NC=C1)[C@@H]1OCCC[C@H]1C(F)(F)F)N |r|